(S)-2-(4-(6-((4-chloro-2-fluorobenzofuran-7-yl)methoxy)pyridin-2-yl)-2,5-difluorobenzyl)-1-((oxetan-2-yl)methyl)-3-oxo-2,3-dihydro-1H-indazole-6-carboxylic acid ClC1=CC=C(C2=C1C=C(O2)F)COC2=CC=CC(=N2)C2=CC(=C(CN1N(C3=CC(=CC=C3C1=O)C(=O)O)C[C@H]1OCC1)C=C2F)F